2-Chloro-4-fluoro-5-(3,5-dimethyl-2,6-dioxo-4-thioxo-1,3,5-triazin-1-yl)benzoic acid ClC1=C(C(=O)O)C=C(C(=C1)F)N1C(N(C(N(C1=O)C)=S)C)=O